FC(OC1=CC=C(C=C1)N1C(C(=CC2=CC=C(N=C12)OCC)C1=CC2=CN(N=C2C=C1)CCN1C[C@H](O[C@H](C1)C)C)=O)F 1-(4-(difluoromethoxy)phenyl)-3-(2-(2-((2R,6S)-2,6-dimethylmorpholino)ethyl)-2H-indazol-5-yl)-7-ethoxy-1,8-naphthyridin-2(1H)-one